5-(4-methoxybenzyl)-8-((2-methyl-4-(3-(trifluoromethyl)azetidin-1-yl)phenyl)amino)-2,3-dihydrobenzo[b][1,4]oxazepin-4(5H)-one COC1=CC=C(CN2C3=C(OCCC2=O)C=C(C=C3)NC3=C(C=C(C=C3)N3CC(C3)C(F)(F)F)C)C=C1